(2-hydroxyphenyl)phosphonic acid diethyl ester C(C)OP(OCC)(=O)C1=C(C=CC=C1)O